C(CCC)OC=C(C)C1=CC=C(C=C1)C(=COCCCOC)C 1-(1-butoxyprop-1-en-2-yl)-4-(1-(3-methoxypropoxy)prop-1-en-2-yl)benzene